(R)-1-(1H-indol-1-yl)-N-(2,2,2-trifluoroethyl)propan-2-amine N1(C=CC2=CC=CC=C12)C[C@@H](C)NCC(F)(F)F